N-((3R,4S)-1-(3,3-difluorocyclobutyl)-3-fluoropiperidin-4-yl)-5-(1-(2,2-difluoroethyl)-4-fluoro-1H-benzo[d][1,2,3]triazol-6-yl)-4-methoxypyrrolo[2,1-f][1,2,4]triazin-2-amine FC1(CC(C1)N1C[C@H]([C@H](CC1)NC1=NN2C(C(=N1)OC)=C(C=C2)C=2C=C(C1=C(N(N=N1)CC(F)F)C2)F)F)F